(2S,5R,13aS)-N-(2,3-difluorobenzyl)-8-hydroxy-7,9-dioxo-2,3,4,5,7,9,13,13a-octahydro-2,5-methanopyrido[1',2':4,5]pyrazino[2,1-b][1,3]oxazepine-10-carboxamide FC1=C(CNC(=O)C=2C(C(=C3N(C[C@@H]4O[C@H]5CC[C@@H](N4C3=O)C5)C2)O)=O)C=CC=C1F